FC(OC1=C(C=CC(=C1)F)[C@@H]1[C@H](O[C@](C1)(C(F)(F)F)C)C(=O)NC1=CC(=NC=C1)C(=O)N)F (2S,3R,5R)-4-[[3-[2-(difluoromethoxy)-4-fluoro-phenyl]-5-methyl-5-(trifluoromethyl)tetrahydrofuran-2-carbonyl]amino]pyridine-2-carboxamide